(6-(aminomethyl)-1-((1-methyl-1H-imidazol-4-yl)methyl)-1H-indol-3-yl)propionic acid tert-butyl ester C(C)(C)(C)OC(C(C)C1=CN(C2=CC(=CC=C12)CN)CC=1N=CN(C1)C)=O